[C@@H]12CN(C[C@H]2C1)C(=O)N[C@H](C(=O)O)CCN(CCCCC1=NC=2NCCCC2C=C1)CCOC1=CC=CC=C1 (2S)-2-[[(1R,5S)-3-azabicyclo[3.1.0]hexane-3-carbonyl]amino]-4-[2-phenoxyethyl-[4-(5,6,7,8-tetrahydro-1,8-naphthyridin-2-yl)butyl]amino]butanoic acid